(±)-trans-2-((3-(4-chlorobenzyl)-4-ethylthio-2,6-dioxo-3,6-dihydro-1,3,5-triazine-1(2H)-yl)methyl)cyclopropane-1-carboxylic acid methyl ester COC(=O)[C@H]1[C@@H](C1)CN1C(N(C(=NC1=O)SCC)CC1=CC=C(C=C1)Cl)=O |r|